Ethyl 2-((4-((R)-3-methyl-4-(m-tolyl)piperazine-1-carbonyl)-2-nitrophenyl)sulfonyl)acetate C[C@@H]1CN(CCN1C=1C=C(C=CC1)C)C(=O)C1=CC(=C(C=C1)S(=O)(=O)CC(=O)OCC)[N+](=O)[O-]